3-cyclopentyl methacrylate C(C(=C)C)(=O)OC1CCCC1